C(C)C1=C(C=NC=C1F)[C@H]1C2=C(NC(=C1C(=O)OC)C)COC2=O methyl (R)-4-(4-ethyl-5-fluoropyridin-3-yl)-2-methyl-5-oxo-1,4,5,7-tetrahydrofuro[3,4-b]pyridine-3-carboxylate